ClC=1C=C2C(=NN1)NC[C@@]1(N2C[C@@H](C1)NC1CCN(CC1)C(=O)OC(C)(C)C)CF tert-butyl 4-(((6aR,8R)-2-chloro-6a-(fluoromethyl)-5,6,6a,7,8,9-hexahydropyrrolo-[1',2':4,5]pyrazino[2,3-c]pyridazin-8-yl)amino)piperidine-1-carboxylate